ClC1=CC=C(C=C1)C1=CN=C(O1)CNC1=C2C(N(C(C2=CC=C1)=O)C1C(NC(CC1)=O)=O)=O 4-(((5-(4-Chlorophenyl)oxazol-2-yl)methyl)amino)-2-(2,6-Dioxopiperidin-3-yl)isoindolin-1,3-dione